FC1(CCC(CC1)[C@H](NC(=O)C=1N(N=NC1)CCCC(F)(F)F)C1=NC2=C(N1)C=C(C=C2)[C@@H](C)NC(CCC(F)(F)F)=O)F N-[(S)-(4,4-Difluorocyclohexyl)-[6-[(1R)-1-(4,4,4-trifluorobutanoylamino)ethyl]-1H-benzimidazol-2-yl]methyl]-3-(4,4,4-trifluorobutyl)triazole-4-carboxamide